CN(/C=C/CC=1C=NC=CC1)C (E)-3-(dimethylamino)-1-(pyridine-3-yl)prop-2-ene